methyl N-[[5-[2-[2,6-difluoro-4-(1-methylethyl)phenyl]-2H-1,2,3-triazol-4-yl]-2-methylphenyl]methyl]carbamate FC1=C(C(=CC(=C1)C(C)C)F)N1N=CC(=N1)C=1C=CC(=C(C1)CNC(OC)=O)C